FC1=CC=C(C=C2C(N(C(S2)=NN=C2C(NC3=CC=C(C=C23)F)=O)C2=C(C=C(C=C2)C)C)=O)C=C1 3-(2-(5-(4-fluorobenzylidene)-3-(2,4-dimethylphenyl)-4-oxothiazolidine-2-ylidene)hydrazono)-5-fluoro-1H-indol-2-one